CN(C)CCCC(=C)C(=O)N dimethylaminopropylacrylamide